4-(7-fluoroimidazo[1,2-a]pyridin-3-yl)-7-((1'-(2-(methylamino)ethyl)-1',2,2',3,5,6-hexahydrospiro[pyran-4,3'-pyrrolo[2,3-b]pyridin]-6'-yl)amino)isoindolin-1-one FC1=CC=2N(C=C1)C(=CN2)C2=C1CNC(C1=C(C=C2)NC2=CC=C1C(=N2)N(CC12CCOCC2)CCNC)=O